ClC1=NC=C(C(=C1)N1CCC(CC1)(C)CO)C#C[Si](C)(C)C (1-(2-chloro-5-((trimethylsilyl)ethynyl)pyridin-4-yl)-4-methylpiperidin-4-yl)methanol